C(CCCCCCCCCCC)C1=CC=C(C=C1)S(=O)(=O)NC=1SC=NN1 4-dodecyl-N-(1,3,4-thiadiazol-2-yl)benzenesulfonamide